3-(but-3-yn-1-yl)oxetan C(CC#C)C1COC1